(R)-6-(4-(2-(2-hydroxy-2-methylpropyloxy)phenyl)piperidin-1-yl)-2-azaspiro[3.4]octane-2-carboxylic acid tert-butyl ester C(C)(C)(C)OC(=O)N1CC2(C1)C[C@@H](CC2)N2CCC(CC2)C2=C(C=CC=C2)OCC(C)(C)O